FC1=CC=2C(C3=CC=CC=C3C2C(=C1)C=1C=NN(C1)C(C(=O)NNC=1C=NC=CC1)C)(C(F)(F)F)O 2-(4-(2-fluoro-9-hydroxy-9-(trifluoromethyl)-9H-fluoren-4-yl)-1H-pyrazol-1-yl)-N'-(pyridin-3-yl)propanehydrazide